CN1C=CN2N=CC(=C21)C(=O)N2CC1(C2)CC(C1)C(C(=O)NC1=NC=CC(=C1)OC(F)(F)F)C 2-(2-(1-methyl-1H-imidazo[1,2-b]pyrazole-7-carbonyl)-2-azaspiro[3.3]heptan-6-yl)-N-(4-(trifluoromethoxy)pyridin-2-yl)propanamide